C(C1=CC=CC=C1)C1=CN=C(N1)[C@H](C)NC([C@H](CC(=O)N1[C@H](CCCC1)C)NC(CC1CCOCC1)=O)=O (2S)-N-[(1S)-1-(5-benzyl-1H-imidazol-2-yl)ethyl]-4-[(2S)-2-methyl-1-piperidyl]-4-oxo-2-[(2-tetrahydropyran-4-ylacetyl)amino]butanamide